FC1=C(C(=CC(=C1)N1CC(C1)O)F)C1C(N(C(CC1)=O)CO)=O 3-(2,6-difluoro-4-(3-hydroxyazetidin-1-yl)phenyl)-1-(hydroxymethyl)piperidine-2,6-dione